FC=1C=C(C=CC1)S(=NC(CC1=CC=C(C=C1)C1=NOC(=N1)C(F)(F)F)=O)(=O)C N-((3-fluorophenyl)(methyl)(oxo)-λ6-sulfaneylidene)-2-(4-(5-(trifluoromethyl)-1,2,4-oxadiazol-3-yl)phenyl)acetamide